FC1=C(O[C@@H]2C[C@H](NC2)C(=O)NC)C=CC(=C1)I (2S,4R)-4-(2-fluoro-4-iodophenoxy)-N-methylpyrrolidine-2-carboxamide